I\C=C/C(=O)OC(C)C (Z)-isopropyl 3-iodoacrylate